C(C)OC(C(CCCCCC\C=C/C\C=C/CCCCC)CC(CO)O)=O 2,3-dihydroxypropyl-(9Z,12Z)-octadeca-9,12-dienoic acid ethyl ester